FC1=C(CCl)C=CC(=C1F)F 2,3,4-trifluorobenzyl chloride